2-((1-(3-(4-fluorophenyl)-7-methyl-2-(pyridin-3-yl)quinolin-5-yl)ethyl)amino)benzoic acid FC1=CC=C(C=C1)C=1C(=NC2=CC(=CC(=C2C1)C(C)NC1=C(C(=O)O)C=CC=C1)C)C=1C=NC=CC1